ClC=1C(=CC=C2C=CC=CC12)F 8-chloro-7-fluoronaphthalene